COC([C@H](NC1=C(C(=C(C=C1)Br)F)[N+](=O)[O-])C)=O (4-bromo-3-fluoro-2-nitrophenyl)-D-alanine methyl ester